C(C1=CC=CC=C1)OC(=O)NCCCCC(=O)O 5-{[(benzyloxy)carbonyl]amino}pentanoic acid